C1(=CC=CC=C1)C=1NC=2C(=C3C=CC=NC3=C3N=CC=CC23)N1 2-phenylimidazo[4,5-f][1,10]phenanthroline